ClC1=C(C(=O)OC)C=C(C=N1)[N+](=O)[O-] methyl 2-chloro-5-nitronicotinate